COC=1C=C(C=CC1)NC1=NC=C(C(=N1)N[C@@H]1CC[C@H](CC1)O)C1CCNCC1 trans-4-((2-((3-methoxyphenyl)amino)-5-(piperidin-4-yl)pyrimidin-4-yl)amino)cyclohexan-1-ol